tert-butyl (4-(2-((6-(1,2,3-thiadiazol-5-yl)-1H-indazol-4-yl)amino)ethoxy)butyl)carbamate S1N=NC=C1C1=CC(=C2C=NNC2=C1)NCCOCCCCNC(OC(C)(C)C)=O